Cl.N[C@H]1[C@@H](CC1)C(=O)NC1=CC=C2C=NN(C2=C1)C=1C=C(C=CC1)C trans-2-amino-N-(1-(m-tolyl)-1H-indazol-6-yl)cyclobutanecarboxamide hydrochloride